FCC1=CC=C(C=C1)S(=O)(=O)C 1-(fluoromethyl)-4-(methylsulfonyl)benzene